Methyl 1,2,3,5,6,7-hexahydropyrrolizine-8-carboxylate COC(=O)C12CCCN1CCC2